BrC1=C(C=CC(=C1)[N+](=O)[O-])S(=O)(=N)C 2-bromo-1-(S-methylsulphonimidoyl)-4-nitrobenzene